ClC=1C=NC(=C(C(=O)NC2CCC(CC2)CN2C(C(C3=CC=CC=C23)(O)C2=C(C=CC(=C2)C#N)F)=O)C1)C(F)F 5-chloro-N-((1r,4r)-4-((3-(5-cyano-2-fluorophenyl)-3-hydroxy-2-oxoindolin-1-yl)methyl)cyclohexyl)-2-(difluoromethyl)nicotinamide